9,9'-(3,5-di(9H-carbazol-9-yl)-4-phenylpyridine-2,6-diyl)bis(4,5-diphenyl-9H-carbazole) C1=CC=CC=2C3=CC=CC=C3N(C12)C=1C(=NC(=C(C1C1=CC=CC=C1)N1C2=CC=CC=C2C=2C=CC=CC12)N1C2=CC=CC(=C2C=2C(=CC=CC12)C1=CC=CC=C1)C1=CC=CC=C1)N1C2=CC=CC(=C2C=2C(=CC=CC12)C1=CC=CC=C1)C1=CC=CC=C1